C(C)(C)(C)C=1C=C(C=NC1)N 5-(tert-butyl)-pyridin-3-amine